2-(2-((7-Chloro-1,2,3,4-tetrahydroisoquinolin-6-yl)amino)-5-(trifluoromethyl)pyrimidin-4-yl)-5-methylthieno[2,3-d]pyridazin-4(5H)-one ClC1=C(C=C2CCNCC2=C1)NC1=NC=C(C(=N1)C1=CC2=C(C=NN(C2=O)C)S1)C(F)(F)F